1,4-bis[3-octadecyloxy-2-hydroxy-propylamino]benzene C(CCCCCCCCCCCCCCCCC)OCC(CNC1=CC=C(C=C1)NCC(COCCCCCCCCCCCCCCCCCC)O)O